(2S)-1-oxo-1-(4-(1-(2-oxo-2,3-dihydrobenzo[d]oxazole-6-carboxamido)ethyl)piperidin-1-yl)propan O=C(CC)N1CCC(CC1)C(C)NC(=O)C1=CC2=C(NC(O2)=O)C=C1